NC=1NC(C=2N=CN(C2N1)[C@@H]1O[C@@H]([C@H]([C@H]1F)O[Si](C)(C)C(C)(C)C)CO[Si](C)(C)C(C)(C)C)=O 2-amino-9-((2R,3R,4R,5R)-4-((tert-butyldimethylsilyl)oxy)-5-((tert-butyldimethylsilyl)oxymethyl)-3-fluorotetrahydrofuran-2-yl)-1,9-dihydro-6H-purin-6-one